N-(2-(3,3-difluoropyrrolidin-1-yl)-4-(1H-pyrazol-5-yl)pyridin-3-yl)-6-isopropoxynicotinamide FC1(CN(CC1)C1=NC=CC(=C1NC(C1=CN=C(C=C1)OC(C)C)=O)C1=CC=NN1)F